N=1C=NN2C1C=C(C=C2)OC2=CC(=C(C=C2C)C2(NC=NC1=CC(=C(C=C21)N)OC)N)OC 4-(4-([1,2,4]triazolo[1,5-a]pyridin-7-yloxy)-2-methoxy-5-methylphenyl)-7-methoxyquinazoline-4,6-diamine